(s)-3-(2-aminopyrimidin-5-yl)-9-(1-((6-chloro-2-(2-methyl-2H-tetrazol-5-yl)pyridin-3-yl)amino)ethyl-1-d)-4,7-dimethylimidazo[1,5-a]quinazolin-5(4H)-one NC1=NC=C(C=N1)C=1N=CN2C1N(C(C1=CC(=CC(=C21)[C@@](C)([2H])NC=2C(=NC(=CC2)Cl)C=2N=NN(N2)C)C)=O)C